(piperidin-4-yloxy) octanoate hydrochloride Cl.C(CCCCCCC)(=O)OOC1CCNCC1